C1N(CC2=CC=CC=C12)CC1CC2(CC(C2)NC(=O)NCC2=CC=C(C=C2)OC)C1 1-(6-(isoindolin-2-ylmethyl)spiro[3.3]hept-2-yl)-3-(4-methoxybenzyl)urea